C(C)(C)C1=CC=C(C=C1)[Ru-](Cl)Cl para-isopropylphenyldichlororuthenium (II)